4-(2-methylpropan-1-en-1-yl)-2-(4-((4-oxo-3,4-dihydroquinazolin-2-yl)methyl)piperazin-1-yl)benzonitrile CC(=CC1=CC(=C(C#N)C=C1)N1CCN(CC1)CC1=NC2=CC=CC=C2C(N1)=O)C